diphenyl-β-cyanoethylphosphine C1(=CC=CC=C1)P(CCC#N)C1=CC=CC=C1